COC1=CC=C(C=C1)C([C@H](C)NC([C@H](C)NC(C1=NC=CC(=C1O)OC)=O)=O)C1=CC=C(C=C1)OC N-((S)-1-(((S)-1,1-bis(4-methoxyphenyl)propan-2-yl)amino)-1-oxopropan-2-yl)-3-hydroxy-4-methoxypicolinamide